FC(CN1N=CC=2C1=NC(=CN2)N2CC1(CN(C1)C1=CC(=NC=C1C(=C)C)C(F)(F)F)CC2)F 1-(2,2-difluoroethyl)-6-(2-(5-(prop-1-en-2-yl)-2-(trifluoromethyl)pyridin-4-yl)-2,6-diazaspiro[3.4]octan-6-yl)-1H-pyrazolo[3,4-b]pyrazine